C1CC(=O)N(C1=O)OC(=O)CCSSC2=CC=CC=N2 3-(2-pyridyldithio)propionic acid n-Succinimidyl ester